4-(3-((2-chloro-4-(trifluoromethyl)phenoxy)methyl)phenyl)azetidin-2-one ClC1=C(OCC=2C=C(C=CC2)C2CC(N2)=O)C=CC(=C1)C(F)(F)F